(4'-(2,6-diphenylpyrimidin-4-yl)-[1,1'-biphenyl]-3-yl)boric acid C1(=CC=CC=C1)C1=NC(=CC(=N1)C1=CC=C(C=C1)C1=CC(=CC=C1)OB(O)O)C1=CC=CC=C1